heptaDecahexaenoic acid C(C=CC=CC=CC=CC=CC=CCCCC)(=O)O